C(CCCCCCCCCCC)(=O)[O-].C(CCCCCCCCCCC)(=O)[O-].C(CCC)[Sn+2]CCCC din-butyltin dilaurate